C[C@@H]1CN(C[C@@H](O1)C)C(=O)C=1C2=C(N(N1)CC(=O)N1CCC(CC1)OC1=CC(=CC=C1)C)CCC2 2-{3-[(2R,6S)-2,6-Dimethylmorpholin-4-carbonyl]-5,6-dihydrocyclopenta[c]pyrazol-1(4H)-yl}-1-[4-(3-methylphenoxy)piperidin-1-yl]ethan-1-on